C(=O)(O)COC1=C(SC(=C1Cl)C1=CC(=CC=C1)NC1CC(N(CC1)S(=O)(=O)CC1=CC(=CC=C1)N(C(CCN1CCC(CC1)=O)=O)C)(C)C)C(=O)O 3-(carboxymethoxy)-4-chloro-5-[3-[[2,2-dimethyl-1-[[3-[methyl-[3-(4-oxo-1-piperidyl)propanoyl]amino]phenyl]methylsulfonyl]-4-piperidyl]amino]phenyl]thiophene-2-carboxylic acid